OC1(C(C=C(C=C1)O)O)O p-dihydroxybenzenediol